4-[5-[5-bromo-1-ethyl-3-(3-hydroxy-2,2-dimethyl-propyl)indol-2-yl]-6-[(1S)-1-methoxyethyl]-3-pyridinyl]piperazine-1-carboxylic acid benzyl ester C(C1=CC=CC=C1)OC(=O)N1CCN(CC1)C=1C=NC(=C(C1)C=1N(C2=CC=C(C=C2C1CC(CO)(C)C)Br)CC)[C@H](C)OC